C(C)C1=CC=C(C=C1)/C=C/C(=O)C1=CC=C(C=C1)CC(=O)O 2-[4-[(E)-3-(4-Ethylphenyl)prop-2-enoyl]phenyl]acetic acid